[N+](=O)([O-])C1=CC=C(C=C1)CCP([O-])(=O)CC 4-nitrophenyl-diethylphosphinate